C(C\C=C/CC)O (Z)-hexa-3-en-1-ol